CN([C@@H]1C(C(=C([C@]2(C(C3=C(C4=C(C=CC=C4C[C@H]3C[C@@H]12)O)O)=O)O)O)C(=O)N)=O)C (4s,4as,5ar,12ar)-4-(dimethylamino)-1,10,11,12a-tetrahydroxy-3,12-dioxo-4a,5,5a,6-tetrahydro-4H-tetracene-2-carboxamide